N-(4-bromophenyl)-2,2,2-trifluoro-acetamide BrC1=CC=C(C=C1)NC(C(F)(F)F)=O